8-phenyl-12-cyano-3H-benzo[d]naphtho[1,2-b]azepine C1(=CC=CC=C1)C1=CC=CC=2C=3C(=NC=CC21)C2=CCC=CC2=CC3C#N